Cl.Cl.FC=1C(=CC(=C(C(=O)OC)C1)N1CCOCC1)C1=CC=C(C=2CNCOC21)F methyl 5-fluoro-4-(5-fluoro-3,4-dihydro-2H-1,3-benzoxazin-8-yl)-2-morpholin-4-ylbenzoate dihydrochloride